N1C=C(C2=CC=CC=C12)CC[C@@H]1N(CCC2=CC(=C(C=C12)OCC1CC1)OC)C=O (S)-1-(2-(1H-indol-3-yl)ethyl)-7-(cyclopropylmeth-oxy)-6-methoxy-3,4-dihydroisoquinoline-2(1H)-formaldehyde